silaneOne [SiH2]=O